2-(naphthalen-2-ylmethyl)-8-(pyridin-2-ylmethyl)hexahydro-2H-pyrazino[1,2-a]pyrazine-6,9-dione C1=C(C=CC2=CC=CC=C12)CN1CC2N(CC1)C(CN(C2=O)CC2=NC=CC=C2)=O